FC1=C(C(=C2C=CNC2=C1)C=C)OC=1C=C(C(N)=S)C=CC1 3-((6-fluoro-4-vinyl-1H-indol-5-yl)oxy)benzothioamide